CC1=C(C(=CC=C1)C)NC(CN1CCN(CC1)CC(COC1=C(C=CC=C1)OC)O)=O N-(2,6-Dimethylphenyl)-4-[2-hydroxy-3-(2-methoxyphenoxy)propyl]-1-piperazineacetamide